OC1=C(C=C(C(=C1)O)C(C)C)C=1N(CNN1)C=1C=C2C=CN(C2=CC1)C 5-(2,4-dihydroxy-5-isopropylphenyl)-4-(1-methyl-1H-indol-5-yl)-2,4-dihydro-3H-1,2,4-triazol